hexane-1,2,3,4,5-penta-ol C(C(C(C(C(C)O)O)O)O)O